ClC1=CNC2=C(C=CC=C12)NS(=O)(=O)C=1C=NN(C1)CC1CC1 N-(3-Chloro-1H-indol-7-yl)-1-(cyclopropylmethyl)pyrazol-4-sulfonamid